4-(4-Cyclopentyl-3,4-dihydro-2H-benzo[b][1,4]oxazin-6-yl)-5-(2-methylpyridin-4-yl)-1H-imidazol-2-amine C1(CCCC1)N1C2=C(OCC1)C=CC(=C2)C=2N=C(NC2C2=CC(=NC=C2)C)N